C(C1=CC=CC=C1)OC(=O)N1CCC(CC1)SC(C)=O 4-(acetylthio)-piperidine-1-carboxylic acid benzyl ester